6-bromo-5-methoxy-1-(tetrahydro-2H-pyran-2-yl)-1H-indazole-7-carboxylic acid methyl ester COC(=O)C=1C(=C(C=C2C=NN(C12)C1OCCCC1)OC)Br